3,5-bis(4-maleimidophenyl)pyridine C1(C=CC(N1C1=CC=C(C=C1)C=1C=NC=C(C1)C1=CC=C(C=C1)N1C(C=CC1=O)=O)=O)=O